Cl.FC(COC1=NC=CC(=C1)CN)(C)F [2-(2,2-difluoropropoxy)pyridin-4-yl]methanamine hydrochloride